IC=1C=C(C=CC1)CC#N 2-(3-iodophenyl)acetonitrile